CC=1N=CN2C1C=NC=C2 methylimidazo[1,5-a]pyrazin